ethoxyl-ethanol O(CC)C(C)O